sodium ferric pyrophosphate vanadium [V+5].[O-]P([O-])(=O)OP(=O)([O-])[O-].[Fe+3].[Na+]